[Au+].ClCP(C)C chloro(trimethylphosphine) gold (I)